ClC=1C=CC2=C(N=C(O2)C2CC3(CC(C3)NC(=O)C3=CC(=NC=C3)C(=O)O)C2)C1 4-[[6-(5-chloro-1,3-benzoxazol-2-yl)spiro[3.3]heptan-2-yl]carbamoyl]pyridine-2-carboxylic acid